FC1=C(C=C(C=C1)F)[C@@H]1N(C[C@H](C1)F)C=1C=CC=2N(N1)C(=CN2)CO (6-((2R,4S)-2-(2,5-difluorophenyl)-4-fluoropyrrolidin-1-yl)imidazo[1,2-b]pyridazin-3-yl)methanol